1-(3-amino-3-oxopropyl)hydrazine-1-carboxylic acid tert-butyl ester C(C)(C)(C)OC(=O)N(N)CCC(=O)N